FS(C=1C=C(CNC(=O)[C@@H]2[C@H]3CC[C@@H](C2)C3)C=CC1)(F)(F)(F)F |r| (1SR,2SR,4RS)-N-(3-(pentafluoro-λ6-sulfaneyl)benzyl)bicyclo[2.2.1]heptane-2-carboxamide